(E)-3-(2-((4-(2-(4-chloro-2-fluorophenyl)-2-methylbenzo[d][1,3]dioxol-4-yl)piperidin-1-yl)methyl)-1-((3-fluorooxetan-3-yl)methyl)-1H-imidazol-5-yl)acrylic acid ClC1=CC(=C(C=C1)C1(OC2=C(O1)C=CC=C2C2CCN(CC2)CC=2N(C(=CN2)/C=C/C(=O)O)CC2(COC2)F)C)F